O=C(CCCCC(=O)OC1CCCCCCCCCCCCCC1)CCCCC(=O)OCC(CCCCCCCC)CCCCC 1-Cyclopentadecyl 11-(2-pentyldecyl) 6-oxoundecanedioate